O=C1NCCC[C@@]12CC1=CC=C(C=C1C2)C(=O)OC methyl (S)-2'-oxo-1,3-dihydrospiro[indene-2,3'-piperidine]-5-carboxylate